4-{2-[(2S)-2-(2-isopropylphenyl)piperidin-1-yl]-7-azaspiro[3.5]nonan-7-yl}-N-[3-nitro-4-({[(1r,4r)-4-hydroxy-4-methylcyclohexyl]methyl}amino)benzenesulfonyl]benzamide hydrochloride Cl.C(C)(C)C1=C(C=CC=C1)[C@H]1N(CCCC1)C1CC2(C1)CCN(CC2)C2=CC=C(C(=O)NS(=O)(=O)C1=CC(=C(C=C1)NCC1CCC(CC1)(C)O)[N+](=O)[O-])C=C2